C(C)(C)\[N+](=C/C(CCCCCCCCC)C)\[O-] (e)-N-isopropyl-2-methylundecan-1-imine oxide